C1(CCCCC1)C1=C(C(=C(C(=C1C(=O)N)C1CCCCC1)C(=O)O)C1CCCCC1)C(=O)O tricyclohexyl-trimesic acid amide